sodium β-heptylaminopropionate C(CCCCCC)NCCC(=O)[O-].[Na+]